2-amino-6-(2-(2,6-dioxopiperidin-3-yl)-1-oxoisoindolin-5-yl)-5-fluoronicotinonitrile NC1=C(C#N)C=C(C(=N1)C=1C=C2CN(C(C2=CC1)=O)C1C(NC(CC1)=O)=O)F